5-(4-amino-3-methyl-1H-pyrazol-1-yl)-N-((5-(tert-butyl)-2-methoxyphenyl)sulfonyl)quinoline-2-carboxamide NC=1C(=NN(C1)C1=C2C=CC(=NC2=CC=C1)C(=O)NS(=O)(=O)C1=C(C=CC(=C1)C(C)(C)C)OC)C